2-amino-4-(4-cyanophenyl)-3-cyano-7,7-dimethyl-5-oxo-tetrahydrobenzopyran NC1OC=2C(C(C1C#N)C1=CC=C(C=C1)C#N)C(CC(C2)(C)C)=O